CC1=C(C=C(C(=C1)C(C(F)(F)F)(C)C)C)C=1NC=2C=CN=C(C2C(C1)=O)C(=O)O 2-[2,5-dimethyl-4-(2,2,2-trifluoro-1,1-dimethyl-ethyl)phenyl]-4-oxo-1H-1,6-naphthyridine-5-carboxylic acid